ClC=1C(=C(C(=NC1)C)NC(/C(=C/C1=CC=C2C(=NNC2=C1)C)/F)=O)C (2Z)-N-(5-chloro-2,4-dimethylpyridin-3-yl)-2-fluoro-3-(3-methyl-1H-indazol-6-yl)prop-2-enamide